N-((2-(6-(4-amino-3,3-difluoropiperidin-1-yl)pyridin-2-yl)-1,6-naphthyridin-7-yl)methyl)-4-methyl-3-(S-methylsulfonimidoyl)benzamide NC1C(CN(CC1)C1=CC=CC(=N1)C1=NC2=CC(=NC=C2C=C1)CNC(C1=CC(=C(C=C1)C)S(=O)(=N)C)=O)(F)F